BrC1=CC2=C(N=C(N=C2)NC2CC(C2)C(=O)N)N(C1=O)C 3-((6-bromo-8-methyl-7-oxo-7,8-dihydropyrido[2,3-d]pyrimidin-2-yl)amino)cyclobutane-1-carboxamide